tert-butyl (1S,2S,3R,5R)-3-((6-(4-chloro-2-(methoxymethoxy)phenyl)pyridazin-3-yl)oxy)-2-fluoro-1,5-dimethyl-8-azabicyclo[3.2.1]octane-8-carboxylate ClC1=CC(=C(C=C1)C1=CC=C(N=N1)O[C@H]1[C@H]([C@@]2(CC[C@](C1)(N2C(=O)OC(C)(C)C)C)C)F)OCOC